C(C)(C)C1=C(C=CC=C1)C1=NC(=NC(=C1)S(=O)(=O)C)NS(=O)(=O)C1=CC(=CC=C1)[N+](=O)[O-] N-[4-(2-isopropylphenyl)-6-methylsulfonyl-pyrimidin-2-yl]-3-nitro-benzenesulfonamide